3,5,6-trimethylbenzene-1,4-diol CC=1C=C(C(=C(C1O)C)C)O